(R)-2-(1,5-Dimethyl-3-phenyl-1H-pyrrol-2-yl)-N-(3-(5-morpholinopyrimidin-2-yl)-1,2,3,4,4a,5-hexahydrobenzo[b]pyrazino[1,2-d][1,4]oxazin-8-yl)-2-oxoacetamide CN1C(=C(C=C1C)C1=CC=CC=C1)C(C(=O)NC=1C=CC2=C(OC[C@@H]3N2CCN(C3)C3=NC=C(C=N3)N3CCOCC3)C1)=O